6,6-dimethyloxane CC1(CCCCO1)C